5-bromo-N-(3-methoxy-2,6-dimethylphenyl)-2-methylpyrimidin-4-amine BrC=1C(=NC(=NC1)C)NC1=C(C(=CC=C1C)OC)C